L-methionine (S)-S-oxide N[C@@H](CC[S@@](=O)C)C(=O)O